N-((5,6-dichloro-1H-benzo[d]imidazol-2-yl)methyl)-3-(1-(difluoromethyl)-1H-pyrazol-4-yl)-6-(3,3-dimethylpiperazin-1-yl)imidazo[1,2-b]pyridazin-8-amine ClC1=CC2=C(NC(=N2)CNC=2C=3N(N=C(C2)N2CC(NCC2)(C)C)C(=CN3)C=3C=NN(C3)C(F)F)C=C1Cl